methyl (2S)-2-[(3-hydroxy-4-methoxy-pyridine-2-carbonyl)amino]propanoate OC=1C(=NC=CC1OC)C(=O)N[C@H](C(=O)OC)C